t-butyl (4-(benzyloxy)-3-hydroxybenzyl)carbamate C(C1=CC=CC=C1)OC1=C(C=C(CNC(OC(C)(C)C)=O)C=C1)O